N-isobutyl-N-((2-(p-tolyloxymethyl)thiazole-4-yl)methyl)hexane-1-amine C(C(C)C)N(CCCCCC)CC=1N=C(SC1)COC1=CC=C(C=C1)C